2-fluoromethyl-4-aminophenol FCC1=C(C=CC(=C1)N)O